(E)-2-hydroxy-3-methoxy-5-(4-(2-methoxyethoxy)styryl)benzaldehyde OC1=C(C=O)C=C(C=C1OC)\C=C\C1=CC=C(C=C1)OCCOC